1,2,3,4,4a,5,8,8a-octahydronaphthalene C1CCCC2CC=CCC12